(R)-N-(1-(1-(cyclohexylcarbonyl)-2,3-dihydro-1H-indol-5-yl)ethyl)-4-chlorobenzamide C1(CCCCC1)C(=O)N1CCC2=CC(=CC=C12)[C@@H](C)NC(C1=CC=C(C=C1)Cl)=O